3-(2-methyl-5-furyl)propionaldehyde CC=1OC(=CC1)CCC=O